N1CC(C1)N1N=C(C=2C1=NC=NC2N)C#CC2=CC(=NC(=C2)OC)OC 1-(azetidin-3-yl)-3-((2,6-dimethoxypyridin-4-yl)ethynyl)-1H-pyrazolo[3,4-d]pyrimidin-4-amine